C(C1=CC=CC=C1)OC1=CC=C(C=N1)CC1=NOC(=C1)C=1C(=NC=CC1)N 3-(3-((6-(benzyloxy)pyridin-3-yl)methyl)isoxazol-5-yl)pyridin-2-amine